Ethyl (3aR,10aR)-8-((4-fluoro-3-methylphenyl)carbamoyl)-7-methyl-3a,4,10,10a-tetrahydro-1H,7H-dipyrrolo[3,4-b:3',4'-f][1,4,5]oxathiazocine-2(3H)-carboxylate 5,5-dioxide FC1=C(C=C(C=C1)NC(=O)C=1N(C=C2C1OC[C@H]1[C@@H](NS2(=O)=O)CN(C1)C(=O)OCC)C)C